OC1=C(C(=O)C2=CC=C(C=C2Cl)Cl)C=CC(=C1)OCCC 2-hydroxy-4-propoxy-4',6'-dichlorobenzophenone